BrC1=C(O\C(\C(=O)OC)=C/OC)C=C(C=C1)C1CCCCC1 methyl (Z)-2-(2-bromo-5-cyclohexyl-phenoxy)-3-methoxy-prop-2-enoate